COC(C1=C(C=C(C=C1)C)C)=O 2,4-dimethylbenzoic acid methyl ester